C(C)N([C@@H]1[C@@H](CCC1)OC=1C=C2CN(C(C2=CC1)=O)C1C(NC(CC1)=O)=O)CC1COC1 3-(5-(((1R,2S)-2-(ethyl(oxetan-3-ylmethyl)amino)cyclopentyl)oxy)-1-oxoisoindolin-2-yl)piperidine-2,6-dione